4-(cyclopropylamino)-3-methoxy-5-nitrobenzoic acid methyl ester COC(C1=CC(=C(C(=C1)[N+](=O)[O-])NC1CC1)OC)=O